COC1=C(C=CC=C1C=1C=NC(=CC1)OC)NC1=NC(=NC=C1C(=O)O)NC1=NC=CC=C1 4-(2-methoxy-3-(6-methoxypyridin-3-yl)phenylamino)-2-(pyridin-2-ylamino)pyrimidine-5-carboxylic acid